(S)-1-((R)-2-((6-oxo-5-(trifluoromethyl)-1,6-dihydropyridazin-4-yl)amino)propyl)pyrrolidine O=C1C(=C(C=NN1)N[C@@H](CN1CCCC1)C)C(F)(F)F